ClCC1=C(C=C(C=C1)NC(=O)C=1C(=NN(C1)C1=CC=C(C=C1)F)C)OC(F)F N-[4-(chloromethyl)-3-(difluoromethoxy)phenyl]-1-(4-fluorophenyl)-3-methyl-1H-pyrazole-4-carboxamide